FC1=C(CC2=NC3=C(N2C[C@H]2OCC2)C=C(C=C3)C(=O)O)C=C(C(=C1)C1=NC(=CC=C1)OCC=1SC(=CN1)C#CC1(COC1)C)F (S)-2-(2,5-difluoro-4-(6-((5-((3-methyloxetan-3-yl)ethynyl)thiazol-2-yl)methoxy)pyridin-2-yl)benzyl)-1-(oxetan-2-ylmethyl)-1H-benzo[d]imidazole-6-carboxylic acid